1-(1-bromopropan-2-yl)-2-chlorobenzene BrCC(C)C1=C(C=CC=C1)Cl